tert-butyl 4-(3-(2-(4-(methylcarbamoyl)phenyl)benzo[d]imidazo[2,1-b]thiazole-7-carboxamido)propyl)piperazine-1-carboxylate CNC(=O)C1=CC=C(C=C1)C=1N=C2SC3=C(N2C1)C=CC(=C3)C(=O)NCCCN3CCN(CC3)C(=O)OC(C)(C)C